ClC1=CC=C2C=CN(C2=C1C=C)S(=O)(=O)C1=CC=CC=C1 6-chloro-1-(benzenesulfonyl)-7-vinyl-1H-indole